C(C1=CC=CO1)SC=1N=C(C=2N=CN([C@H]3[C@H](O)[C@H](O)[C@@H](C(O)C(=O)[O-])O3)C2N1)O.[Na+].[Na+].C(CC(C)C)C1=CNC=C1.C(C1=CC=CO1)SC=1N=C(C=2N=CN([C@H]3[C@H](O)[C@H](O)[C@@H](C(O)C(=O)[O-])O3)C2N1)O 3-isoamyl-pyrrole Disodium 2-furfurylthio-5'-inosinate